N1=C(C=CC=C1)CN(CC1=NC=CC=C1)CC1=CC=C(C=N1)CO (6-((bis(pyridin-2-ylmethyl)amino)methyl)pyridin-3-yl)methanol